ClC1=CC(=C(CCN2C[C@H](CC2)CNC(OC(C)(C)C)=O)C=C1Cl)OCC tert-butyl (R)-((1-(4,5-dichloro-2-ethoxyphenethyl)pyrrolidin-3-yl)methyl)carbamate